1-(3,4-dichlorophenyl)-pyrazolin-3-one ClC=1C=C(C=CC1Cl)N1NC(CC1)=O